ClC1=C(C(=O)NC2=C3C=NN(C3=CC=C2)C2=CC(=C(C=C2)OC)C(F)(F)F)C=C(C=C1)CNC(=O)C1CCCC1 2-Chloro-5-{[(cyclopentylcarbonyl)amino]methyl}-N-{1-[4-methoxy-3-(trifluoromethyl)phenyl]-1H-indazol-4-yl}benzamide